(4-(isopropylamino)-6-((2-(4-(methylsulfonyl)piperazin-1-yl)pyrimidin-4-yl)amino)pyridin-3-yl)(3-((methylsulfonyl)methyl)azetidin-1-yl)methanone C(C)(C)NC1=C(C=NC(=C1)NC1=NC(=NC=C1)N1CCN(CC1)S(=O)(=O)C)C(=O)N1CC(C1)CS(=O)(=O)C